4-((1S,4S)-5-(4-(2-(2-aminopyridin-3-yl)-5-phenyl-3H-imidazo[4,5-b]pyridin-3-yl)benzyl)-2,5-diazabicyclo[2.2.1]heptane-2-carbonyl)-2-hydroxybenzaldehyde NC1=NC=CC=C1C1=NC=2C(=NC(=CC2)C2=CC=CC=C2)N1C1=CC=C(CN2[C@@H]3CN([C@H](C2)C3)C(=O)C3=CC(=C(C=O)C=C3)O)C=C1